C(CCC)[C@@]1(CS(C2=C([C@H](N1)C1=CC=CC=C1)C=C(C(=C2)CNC(CC(=O)O)CC(=O)O)OC)(=O)=O)CC 3-({[(3R,5R)-3-butyl-3-ethyl-7-methoxy-1,1-dioxo-5-phenyl-2,3,4,5-tetrahydro-1H-1λ6,4-benzothiazepin-8-yl]methyl}amino)pentanedioic acid